CC(C(C1OCCC(C1)C)SC(CC(=O)C1C(C=CCC1(C)C)C)C)C 3-[2-methyl-1-(4-methyltetrahydropyran-2-yl)propyl]sulfanyl-1-(2,6,6-trimethyl-cyclohex-3-en-1-yl)butan-1-one